Methyl 5-((3-chlorophenyl)amino)-2-isopropylimidazo[1,2-c]quinazoline-8-carboxylate ClC=1C=C(C=CC1)NC1=NC=2C=C(C=CC2C=2N1C=C(N2)C(C)C)C(=O)OC